mono-n-propylamine C(CC)N